((((6-(((acetoxymethoxy)(methyl)phosphoryl)oxy)-5'-methyl-4-pentyl-2'-(prop-1-en-2-yl)-1',2',3,4'-tetrahydro-[1,1'-biphenyl]-2-yl)oxy)(methyl)phosphoryl)oxy)methyl acetate C(C)(=O)OCOP(=O)(C)OC1C(=C(C=C(C1)CCCCC)OP(=O)(C)OCOC(C)=O)C1C(CCC(=C1)C)C(=C)C